(4-fluoro-2-(pyrimidin-2-yl)phenyl)((1S,4R,6R)-6-((5-(trifluoromethyl)pyrazin-2-yl)oxy)-2-azabicyclo[2.2.1]heptan-2-yl)methanone FC1=CC(=C(C=C1)C(=O)N1[C@@H]2[C@@H](C[C@H](C1)C2)OC2=NC=C(N=C2)C(F)(F)F)C2=NC=CC=N2